C(C(=C)C)(=O)O.C(C(=C)C)(=O)O.C1CCCCCCCCC1.C1CCCCCCCCC1.C1CCCCCCCCC1 tricyclodecane di(methacrylate)